FC(C(=O)O)(F)F.NC1CC2(C1)CCN(CC2)C2=C(C=C(C=C2)NC2=NC=C(C(=N2)NC2=C(C=CC=C2)P(C)(C)=O)OC)C (2-((2-((4-(2-amino-7-azaspiro[3.5]nonan-7-yl)-3-methylphenyl)amino)-5-methoxypyrimidin-4-yl)amino)phenyl)dimethylphosphine oxide trifluoroacetate